(S,S)-2,2'-Isopropylidenebis[4-benzyl-2-oxazoline] C(C)(C)(C=1OC[C@@H](N1)CC1=CC=CC=C1)C=1OC[C@@H](N1)CC1=CC=CC=C1